5-bromo-3-cyclopropyl-1H-indazole-7-carboxylic acid BrC=1C=C2C(=NNC2=C(C1)C(=O)O)C1CC1